ClC1=CC=C(C(=N1)C(=O)O)N[C@H](C)C1=C2N=C(C(=NC2=CC(=C1)C)C#N)N1CC2(CC[C@H]2O)CCC1 6-chloro-3-(((1R)-1-(2-cyano-3-((1R)-1-hydroxy-6-azaspiro[3.5]nonan-6-yl)-7-methylquinoxalin-5-yl)ethyl)amino)picolinic acid